tert-butyl (1R,5S)-1-((methylthio)methyl)-3-triphenylmethyl-3,8-diazabicyclo[3.2.1]octan-8-carboxylate CSC[C@]12CN(C[C@H](CC1)N2C(=O)OC(C)(C)C)C(C2=CC=CC=C2)(C2=CC=CC=C2)C2=CC=CC=C2